estra-1,3,5(10)-triene-3,15α,16α,17β-tetrol C[C@@]12[C@H]([C@@H]([C@@H]([C@H]1[C@@H]1CCC=3C=C(C=CC3[C@H]1CC2)O)O)O)O